FC1=CC=C(C=C1)C=1C2=CC=CC=C2C(=C2C=CC=CC12)C1=CC=C(C=C1)C 9-(4-fluorophenyl)-10-(p-tolyl)anthracene